FC(CC(=O)NC1=CC=C(C=C1)Br)(F)F 3,3,3-trifluoro-N-(4-bromophenyl)propionamide